NC=1C(=NC(=C(N1)NC1CC1)C=1C2=C(C=NC1)N(C=N2)C)C(=O)OC methyl 3-amino-5-(cyclopropylamino)-6-(3-methylimidazo[4,5-c]pyridin-7-yl)pyrazine-2-carboxylate